C(C)C1=NC(=NO1)C=1C=C2CC[C@H](C2=CC1)N (1R)-5-(5-ethyl-1,2,4-oxadiazol-3-yl)-2,3-dihydro-1H-inden-1-amine